2-(4-(4-(6-((3,5-Difluoropyridin-2-yl)amino)-4-methyl-1H-pyrazolo[3,4-d]pyrimidin-3-yl)-5-methylpyridin-2-yl)pyrimidin-2-yl)propan-2-ol FC=1C(=NC=C(C1)F)NC1=NC(=C2C(=N1)NN=C2C2=CC(=NC=C2C)C2=NC(=NC=C2)C(C)(C)O)C